4-[3-[2,6-Dichloro-4-(3-fluoroazetidin-1-yl)benzoyl]-2,4-dihydro-1,3-benzoxazin-8-yl]-5-fluoro-2-(3-oxa-8-azabicyclo[3.2.1]octan-8-yl)benzoic acid ClC1=C(C(=O)N2COC3=C(C2)C=CC=C3C3=CC(=C(C(=O)O)C=C3F)N3C2COCC3CC2)C(=CC(=C1)N1CC(C1)F)Cl